sodium 5-amino-1-naphthol NC1=C2C=CC=C(C2=CC=C1)O.[Na]